4-(bromoacetyl)-2-fluorobenzonitrile BrCC(=O)C1=CC(=C(C#N)C=C1)F